OC1C(CCCC1)NC=1N=NC(=C2C1C=NC=C2)C2=C(C=C(C=C2)C(F)(F)F)O 2-[4-[[2-hydroxycyclohexyl]amino]pyrido[3,4-d]pyridazin-1-yl]-5-(trifluoromethyl)phenol